C(C1=CC=CC=C1)OC=1C(=C2C=C(C=NC2=CC1)O)OCCCNC(=O)[C@H]1N(CC[C@H](C1)O)C(=O)OC(C)(C)C tert-butyl (2S,4R)-2-((3-((6-(benzyloxy)-3-hydroxyquinolin-5-yl)oxy)propyl)carbamoyl)-4-hydroxypiperidine-1-carboxylate